ClC=1C(=NC=C(C1)NC(=O)C=1C=NN(C1C(F)(F)F)C1=C2C=CNC(C2=CC=C1)=O)C(=O)NC 3-chloro-N-methyl-5-(1-(1-oxo-1,2-dihydroisoquinolin-5-yl)-5-(trifluoromethyl)-1H-pyrazole-4-carboxamido)picolinamide